N1=C(NC2=C1C=CC=C2)C(CC=2NC1=C(N2)C=CC=C1)O 1,2-di(benzimidazole-2-yl)ethanol